CN(C1=NC=2N(C(=C1)C=1C=NNC1)N=C(C2)C(=O)N)[C@@H](C)C2=CC=CC=C2 (S)-5-(methyl-(1-phenylethyl)amino)-7-(1H-pyrazol-4-yl)pyrazolo[1,5-a]pyrimidine-2-carboxamide